3-bromo-N-{2-bromo-4-chloro-6-[(1-cyclopropylethyl)carbamoyl]Phenyl}-1-(3-chloropyridin-2-yl)-1H-pyrazole-5-carboxamide BrC1=NN(C(=C1)C(=O)NC1=C(C=C(C=C1C(NC(C)C1CC1)=O)Cl)Br)C1=NC=CC=C1Cl